C=C1C=NNCC1 methylene-1,4,5,6-tetrahydropyridazine